5-{4-[methyl(oxetan-3-yl)amino]benzoyl}-1H-1,3-benzodiazol-2-ylcarbamate CN(C1=CC=C(C(=O)C2=CC3=C(NC(=N3)NC([O-])=O)C=C2)C=C1)C1COC1